ClC=1C=C(C(NN1)=O)C(=O)OC Methyl 6-chloro-2,3-dihydro-3-oxo-4-pyridazinecarboxylate